nonadecyl eleostearate C(CCCCCCCC=CC=CC=CCCCC)(=O)OCCCCCCCCCCCCCCCCCCC